3,3'-((Bicyclo[1.1.1]pentane-1,3-diylbis(methylene))bis(oxy))dipropionitrile C12(CC(C1)(C2)COCCC#N)COCCC#N